((5-amino-7-(3-cyanophenyl)-8-(1-methyl-6-oxo-1,6-dihydropyridazin-3-yl)-[1,2,4]triazolo[1,5-c]pyrimidin-2-yl)methoxy)nicotinonitrile NC1=NC(=C(C=2N1N=C(N2)COC2=C(C#N)C=CC=N2)C2=NN(C(C=C2)=O)C)C2=CC(=CC=C2)C#N